BrC=1C(=NC(=NC1)NC1=C(C=C(C(=C1)C)N1CCC(CC1)N1CCN(CC1)C)OC(C)C)NC1=C(C=CC(=C1)F)C(C)(C)O 2-(2-((5-Bromo-2-((2-isopropoxy-5-methyl-4-(4-(4-methylpiperazin-1-yl)piperidin-1-yl)phenyl)amino)pyrimidin-4-yl)amino)-4-fluorophenyl)propan-2-ol